(S)-N-(4-fluoro-2,3-dihydro-1H-inden-1-ylidene)-2-methylpropane-2-sulfinamide FC1=C2CCC(C2=CC=C1)=N[S@@](=O)C(C)(C)C